methyl 2-(3-bromo-5-hydroxybenzylidene-amino)-3-methyl-butanoate BrC=1C=C(C=NC(C(=O)OC)C(C)C)C=C(C1)O